ICCCCCC(OCCCCCCC)OCCCCCCC 6-iodo-1,1-diheptyloxy-hexane